3,3'-dithiobis(succinimidylpropionate) C1(CCC(N1C(C(=O)[O-])CSSCC(C(=O)[O-])N1C(CCC1=O)=O)=O)=O